CIS-2,2-Dimethyl-3-(8-methylamino-2-oxo-8-phenyl-1,3-diazaspiro[4.5]decan-3-yl)-propionamide CC(C(=O)N)(CN1C(NC2(C1)CCC(CC2)(C2=CC=CC=C2)NC)=O)C